4-(1-(2-fluoro-4-nitrophenyl)-2-methyl-1H-pyrrolo[2,3-b]pyridin-3-yl)-5-methyl-1H-indazole FC1=C(C=CC(=C1)[N+](=O)[O-])N1C(=C(C=2C1=NC=CC2)C2=C1C=NNC1=CC=C2C)C